C(#N)C1=C(C(=C2C=3C=CC=C4C(=CC=C(C=5C=CC=C1C52)C43)C#N)C(=O)O)C(=O)O 3,9-dicyanoperylenedicarboxylic acid